CC(CCOC(CCC(=O)OCCCCCCBr)OCCC(CCC=C(C)C)C)CCC=C(C)C 6-bromohexyl 4,4-bis((3,7-dimethyloct-6-en-1-yl)oxy)butanoate